C[C@@]12CC3=C([C@](C(=N3)/C=C\\4/[C@H]([C@]([C@@]([N-]4)([C@H]5[C@@H]([C@@](C(=N5)CC(=N1)C(=C2CC(=O)[O-])CCC(=O)[O-])(C)CCC(=O)[O-])CC(=O)[O-])C)(C)CC(=O)[O-])CCC(=O)[O-])(C)CC(=O)[O-])CCC(=O)[O-].[Co] The molecule is a precorrin carboxylic acid anion obtained by global deprotonation of the carboxy groups of cobalt-precorrin-6B. It is a conjugate base of a cobalt-precorrin-6B.